methyl 2-(1-(cyclopropylmethyl)-6-(((trifluoromethyl)sulfonyl)oxy)-1H-pyrrolo[2,3-b]pyridin-2-yl)-5-methoxy-3-methylimidazo[1,2-a]pyridine-7-carboxylate C1(CC1)CN1C(=CC=2C1=NC(=CC2)OS(=O)(=O)C(F)(F)F)C=2N=C1N(C(=CC(=C1)C(=O)OC)OC)C2C